C(C)(C)(C)OC(=O)N1[C@H](CC(=CC1)C1=NN2C(COCC2)=C1)C (S)-4-(6,7-dihydro-4H-pyrazolo[5,1-c][1,4]oxazin-2-yl)-2-methyl-3,6-dihydropyridine-1(2H)-carboxylic acid tert-butyl ester